tetrahydro-2-methyl-4-pyrimidinecarboxylic acid CC1NC=CC(N1)C(=O)O